3-(2-(Methoxymethoxy)-4-(1-(tetrahydro-2H-pyran-2-yl)-1H-pyrazol-4-yl)phenyl)-7-(2,2,6,6-tetramethyl-1,2,3,6-tetrahydropyridin-4-yl)furo[3,2-c]pyridazine COCOC1=C(C=CC(=C1)C=1C=NN(C1)C1OCCCC1)C1=CC2=C(N=N1)C(=CO2)C=2CC(NC(C2)(C)C)(C)C